(4-chloro-4-fluoro-benzyl)-4-(4-methyl-piperazin-1-yl)-benzamide ClC1(CC=C(CC2=C(C(=O)N)C=CC(=C2)N2CCN(CC2)C)C=C1)F